C[Si](C(C(F)(F)F)(F)F)(C)C Trimethyl-(pentafluoroethyl)silane